BrC1=C(C=NN1CC)CC1=NC=NN1C1=C(C=C(C=C1)F)C(C)=O 1-(2-{5-[(5-bromo-1-ethyl-1H-pyrazol-4-yl)methyl]-1H-1,2,4-triazol-1-yl}-5-fluorophenyl)ethan-1-one